C(C=C)(=O)N1CCN(CC1)C1=NC=NC2=CC(=C(C=C12)Cl)C1=C(C=CC=C1)C1(CC1)C(=O)N 1-(2-(4-(4-acryloylpiperazin-1-yl)-6-chloroquinazolin-7-yl)phenyl)cyclopropanecarboxamide